BrC=1C(=CC=2N(C1)C=C(N2)C21COC(C2)(C1)C)OC(F)F 6-bromo-7-(difluoromethoxy)-2-(1-methyl-2-oxabicyclo[2.1.1]hexan-4-yl)imidazo[1,2-a]pyridine